chlorine sulfonyl chloride S(=O)(=O)(Cl)Cl.[Cl]